(S)-N-(1-(1-cyclobutyl-5-fluoro-6-(5-fluoro-2-(trifluoromethyl)pyridin-3-yl)-1H-pyrrolo[2,3-b]pyridin-3-yl)-2,2-difluoroethyl)cyclopropanesulfonamide C1(CCC1)N1C=C(C=2C1=NC(=C(C2)F)C=2C(=NC=C(C2)F)C(F)(F)F)[C@@H](C(F)F)NS(=O)(=O)C2CC2